N(=C=S)C(CCCCCCCC(=O)OCCCCC(CCCC)CCCC)CCCCCCCC(=O)OCCCCCCCCC 1-(5-butylnonyl) 17-nonyl 9-isothiocyanatoheptadecanedioate